N,N-dipentylurea C(CCCC)N(C(=O)N)CCCCC